3-mercapto-1-propyl-dimethylethoxysilane SCCCC(C)O[SiH](C)C